6-isopropoxy-N-(1-methyl-2-oxo-1,2-dihydropyridin-3-yl)-2-(1-methyl-2-oxabicyclo[2.1.1]hexan-4-yl)-2H-pyrazolo[3,4-b]pyridine-5-carboxamide C(C)(C)OC=1C(=CC=2C(N1)=NN(C2)C21COC(C2)(C1)C)C(=O)NC=1C(N(C=CC1)C)=O